2,2',2'',2'''-(2-(4-isothiocyanatobenzyl)-1,4,7,10-tetraazacyclododecane-1,4,7,10-tetrayl)tetraacetic acid N(=C=S)C1=CC=C(CC2N(CCN(CCN(CCN(C2)CC(=O)O)CC(=O)O)CC(=O)O)CC(=O)O)C=C1